ClC=1C(=CC2=C(N(C(=N2)OC=2C=CC(=C(C(=O)OC)C2)C)COCC[Si](C)(C)C)C1)I methyl 5-((6-chloro-5-iodo-1-((2-(trimethylsilyl)ethoxy)methyl)-1H-benzo[d]imidazol-2-yl)oxy)-2-methylbenzoate